methyl 5-amino-2-(4-methylpiperazin-1-yl)benzoate NC=1C=CC(=C(C(=O)OC)C1)N1CCN(CC1)C